1-ethyl-N-(1-methylcyclopropyl)-3-(5-methyl-1,3,4-oxadiazol-2-yl)-2-oxo-benzimidazole-5-sulfonamide C(C)N1C(N(C2=C1C=CC(=C2)S(=O)(=O)NC2(CC2)C)C=2OC(=NN2)C)=O